BrC1=CC=C(C=N1)CC#N 2-(6-bromopyridin-3-yl)-Acetonitrile